ClC1=CC=C(C=C1)N(C(=O)C1=NC=CC(=N1)C1=CC=C(C=C1)C(F)(F)F)CC N-(4-chlorophenyl)-N-ethyl-4-(4-(trifluoromethyl)phenyl)pyrimidine-2-carboxamide